CS(=O)(=O)OCC=1C=CC2=C(CCC(N3C2=NC(=C3)C(F)(F)F)C)C1 [5-methyl-2-(trifluoromethyl)-6,7-dihydro-5H-imidazo[2,1-a][2]benzazepin-9-yl]methyl methanesulfonate